Br\C=C\C(F)(F)F (E)-1-bromo-3,3,3-trifluoropropan-1-ene